C(C)N(C(C)C)C(C)C ethyl-bis(prop-2-yl)amine